6,7-Diaminoquinoxaline-2,3-dione dihydrochloride Cl.Cl.NC1=CC2=NC(C(N=C2C=C1N)=O)=O